N'-(((5-hydroxypentyl)azanediyl)bis(octane-8,1-diyl))bis(2-hexyldecanoamide) OCCCCCN(CCCCCCCCC(C(=O)N)(CCCCCCCC)CCCCCC)CCCCCCCCC(C(=O)N)(CCCCCCCC)CCCCCC